FC1(CCN(CC1)C(=O)[O-])C(=O)[O-].[Li+].[Li+] lithium 4-fluoro-1,4-piperidinedicarboxylate